O=C1N(C[C@@H](C1)CCC)[C@H](C(=O)O)CC (2S)-2-[(4R)-2-oxo-4-propyl-pyrrolidin-1-yl]butyric acid